C(=O)(OC(C)(C)C)NCCS(=O)(=O)Cl Boc-taurine chloride